2-amino-4-(β-hydroxyethyl-amino)-1-methoxybenzene NC1=C(C=CC(=C1)NCCO)OC